(S)-5-(5,5-difluoropiperidin-3-yl)-2-methoxypyridine FC1(C[C@H](CNC1)C=1C=CC(=NC1)OC)F